ClC=1C(=NC(=C(C(=O)NC2=CC(=NC=C2)[S@@](=O)(=N)C)C1C)N1CCC(CCC1)(F)F)C=1C=NN(C1)C (R)-5-chloro-2-(4,4-difluoroazepan-1-yl)-4-methyl-6-(1-methyl-1H-pyrazol-4-yl)-N-(2-(S-methylsulfonimidoyl)pyridin-4-yl)nicotinamide